N-bromo-N-iodosulfamate BrN(S([O-])(=O)=O)I